hydroxy-2-ethylhexyl myristate C(CCCCCCCCCCCCC)(=O)OC(C(CCCC)CC)O